P(OCCCCCC(C)C)(OCCCCCC(C)C)OCCCCCC(C)C tri(isooctyl) phosphite